(±)-N-(3,4-dichlorophenyl)-3-fluoro-6,7,8,9-tetrahydro-5H-6,9-epiminocyclohepta[c]pyridine-10-carboxamide ClC=1C=C(C=CC1Cl)NC(=O)N1C2CC3=C(C=NC(=C3)F)C1CC2